CC1C2(N=N2)CC1C(=O)O methyl-1,2-diazaspiro[2.3]hex-1-ene-5-carboxylic acid